C(C)(C)(C)OC(=O)N1[C@@H](COCCC1)C1=C(C=C(C=C1)CO)Cl |r| (+-)-3-[2-chloro-4-(hydroxymethyl)phenyl]-1,4-oxazepan-4-carboxylic acid tert-butyl ester